[C@@H]1([C@@H]([C@H](OC([C@@H]1O)O)C(=O)O)O)O The molecule is a D-glucuronic acid in cyclic pyranose form. It has a role as an algal metabolite. It is a conjugate acid of a D-glucopyranuronate. It is an enantiomer of a L-glucopyranuronic acid.